(5-(3-(2,2-dimethylpyrrolidin-1-yl)propionamido)-2-methyl-pyridin-3-yl)-2-(1-methyl-1H-pyrazol-4-yl)pyrazolo[5,1-b]thiazole-7-carboxamide CC1(N(CCC1)CCC(=O)NC=1C=C(C(=NC1)C)C=1N2C(SC1C=1C=NN(C1)C)=C(C=N2)C(=O)N)C